OCC=1C=2C=C3N(C2C=CC1)C(N(C3)C3C(NC(CC3)=O)=O)=O 3-(8-(hydroxymethyl)-3-oxo-1H-imidazo[1,5-a]indol-2(3H)-yl)piperidine-2,6-dione